COC(C1=CC=C(C=C1)CN1CN(C2=NC(=NC(=C12)Cl)Cl)C(C1=CC=CC=C1)(C1=CC=CC=C1)C1=CC=CC=C1)=O 4-((2,6-dichloro-9-trityl-8,9-dihydro-7H-purin-7-yl)methyl)benzoic acid methyl ester